C1(CC1)N1C(C=C(C=C1)C1=CC(=C(C=C1)C=1N=NC(=CC1)N(C1CC(NC(C1)(C)C)(C)C)C)O)=O cyclopropyl-4-(3-hydroxy-4-(6-(methyl(2,2,6,6-tetramethylpiperidin-4-yl)amino)pyridazin-3-yl)phenyl)pyridin-2(1H)-one